FC=1C=CC(=C(C1)NC(=O)C=1C(N(C2=CC=CC=C2C1O)CC(C)C)=O)N1CCN(CC1)C N-(5-fluoro-2-(4-methylpiperazin-1-yl)phenyl)-4-hydroxy-1-isobutyl-2-oxo-1,2-dihydroquinoline-3-carboxamide